OC1=C(C=C(C=C1Cl)C(C)(C)C1=CC(=C(C(=C1)Cl)O)Cl)Cl bis(4-hydroxy-3,5-dichlorophenyl)propane